FC=1C=C(C=CC1)C=1N=NN(C1)[C@@H]1[C@H]([C@@H](O[C@H]2[C@@H]1OC(OC2)C2=CC=CC=C2)CN2CC(N(CC2)C2=CC=C(C=C2)O)CO)O (4aR,6S,7R,8R,8aR)-8-(4-(3-fluorophenyl)-1H-1,2,3-triazol-1-yl)-6-((3-(hydroxymethyl)-4-(4-hydroxyphenyl)piperazin-1-yl)methyl)-2-phenyl-hexahydropyrano[3,2-d][1,3]dioxin-7-ol